C(C1=CC=CC=C1)C1CN=C(N1)SCCC1N(CCC1)C 5-benzyl-2-((2-(1-methylpyrrolidin-2-yl)ethyl)thio)-4,5-dihydro-1H-imidazole